tert-butyl 2-[(4-{[(2S)-1,4-dioxan-2-yl]methoxy}phenyl)amino]-5H,6H,7H,8H-pyrido[3,4-d]pyrimidine-7-carboxylate O1[C@@H](COCC1)COC1=CC=C(C=C1)NC=1N=CC2=C(N1)CN(CC2)C(=O)OC(C)(C)C